C(C1=CC=CC=C1)N1C(C2NCCCC2C1)=O 6-benzyl-hexahydropyrrolo[3,4-b]pyridin-7-one